FC=1C=CC(=C(C1)C=CC(=O)C1=CC=CC=C1)O 3-(5-fluoro-2-hydroxyphenyl)-1-phenylprop-2-en-1-one